OCCCCNC(C(=C)C)=O N-(4-hydroxybutyl)methacrylamide